O=C1C=2C=CC=C(C2C=CC1)S(=O)(=O)O 5,6-dihydro-5-oxonaphthalene-1-sulfonic acid